ClC1=C(C#N)C=C(C(=N1)NC1=CC2=C(N(C(N2)=O)C)C=C1)Cl 2,5-dichloro-6-((1-methyl-2-oxo-2,3-dihydro-1H-benzo[d]imidazol-5-yl)amino)nicotinonitrile